3-[4-chloro-3-(2-methylphenoxy)naphthalen-1-yl]-6-[difluoro(phenyl)methyl]pyrimidine ClC1=C(C=C(C2=CC=CC=C12)N1CN=C(C=C1)C(C1=CC=CC=C1)(F)F)OC1=C(C=CC=C1)C